FC1=CC=C(CBr)C=C1 4-fluorobenzylbromide